N-benzyl-1-cyclohexyl-5-oxo-7-phenyloctahydro-3aH-3,6-methanopyrrolo[3,2-b]pyridine-3a-carboxamide C(C1=CC=CC=C1)NC(=O)C12NC(C3C(C1N(CC2C3)C3CCCCC3)C3=CC=CC=C3)=O